IC=1N(C2=CC=CC(=C2C1)N[C@H]1CNCC[C@@H]1O)CC(F)(F)F (3S,4S)-3-((2-iodo-1-(2,2,2-trifluoroethyl)-1H-indol-4-yl)amino)piperidin-4-ol